(2E)-3-(3,4-Dihydroxyphenyl)prop-2-enol OC=1C=C(C=CC1O)/C=C/CO